3-(glycidyloxy-1-isopropyl oxy)-2-hydroxypropyl acrylate C(C=C)(=O)OCC(COC(C)(C)OCC1CO1)O